2-(3,5-dichloro-4-((3'-(difluoromethoxy)-6-hydroxy-[1,1'-biphenyl]-3-yl)methyl)phenyl)-5-hydroxy-3-oxo-2,3-dihydro-1,2,4-triazine-6-carbonitrile ClC=1C=C(C=C(C1CC=1C=C(C(=CC1)O)C1=CC(=CC=C1)OC(F)F)Cl)N1N=C(C(=NC1=O)O)C#N